6-fluoro-N-methyl-1H-indole-2-carboxamide FC1=CC=C2C=C(NC2=C1)C(=O)NC